(2-Cyclopropylethyl)-5-(4-methoxyphenyl)-3,3-dimethylmorpholine-4-carboxamide C1(CC1)CCC1C(N(C(CO1)C1=CC=C(C=C1)OC)C(=O)N)(C)C